C(C)(C)(C)OC(NC1=NC(=CN=C1C1=C(C(=CC=C1)Cl)Cl)Cl)=O (6-chloro-3-(2,3-dichlorophenyl)pyrazin-2-yl)carbamic acid tert-butyl ester